((1aS,6aS)-4-methylenehexahydrocyclopropa[b]pyrrolizin-5a(3H)-yl)methanol C=C1CN2[C@@H]3[C@H](CC2(C1)CO)C3